4-((4-((2-azaspiro[4.5]decan-8-yl)amino)-5-trifluoromethylpyrimidin-2-yl)amino)benzamide C1NCCC12CCC(CC2)NC2=NC(=NC=C2C(F)(F)F)NC2=CC=C(C(=O)N)C=C2